C(C)O[Si](CCCCCCN1N=NN=C1C1=CC=C(C=C1)C1=NN=NN1)(OCC)OCC 1-[6-(triethoxysilyl)hexyl]-5,5'-(1,4-phenylene)bis(1,2,3,4-tetrazole)